ClC1=C(C=CC(=C1)Cl)C1=NC(=NO1)CN (5-(2,4-dichlorophenyl)-1,2,4-oxadiazol-3-yl)methylamine